tert-butyl 4-[3-(2,6-dioxo-3-piperidyl)-2-oxo-benzimidazol-1-yl]piperidine-1-carboxylate O=C1NC(CCC1N1C(N(C2=C1C=CC=C2)C2CCN(CC2)C(=O)OC(C)(C)C)=O)=O